3-[3-hydroxy-2-(5H-imidazo[1,5-b]isoindol-5-yl)-7-azaspiro[3.5]nonane-7-carbonyl]piperidine-1-carboxamide OC1C(CC12CCN(CC2)C(=O)C2CN(CCC2)C(=O)N)C2N1C(C=3C=CC=CC23)=CN=C1